diphenyl-hexaN C1(=CC=CC=C1)C(CCCCC)C1=CC=CC=C1